FC=1C(=CC(=C(C1)N1CC2COCCN2CC1)[N+](=O)[O-])C=1C=NC(=NC1)N1CCOCC1 8-(5-fluoro-4-(2-morpholinopyrimidin-5-yl)-2-nitrophenyl)octahydropyrazino[2,1-c][1,4]Oxazine